tert-butyl (3-{4-[(3R)-3-(difluoromethoxy)pyrrolidine-1-carbonyl]-1H-pyrazol-1-yl}bicyclo[1.1.1]pentan-1-yl)carbamate FC(O[C@H]1CN(CC1)C(=O)C=1C=NN(C1)C12CC(C1)(C2)NC(OC(C)(C)C)=O)F